2-O-(3-isopropenyl-α,α-dimethylbenzylcarbamoyl)-lactic acid C(=C)(C)C=1C=C(C(C)(C)NC(=O)OC(C(=O)O)C)C=CC1